trans-4-(5-[4-[(1S)-1-(piperazin-1-yl)ethyl]phenyl]-2-[(3,3,3-trifluoropropyl)amino]pyrrolo[2,3-d]pyrimidin-7-yl)cyclohexan-1-ol N1(CCNCC1)[C@@H](C)C1=CC=C(C=C1)C1=CN(C=2N=C(N=CC21)NCCC(F)(F)F)[C@@H]2CC[C@H](CC2)O